ClC1=NC=C(C(=C1)C=1C=NC(=CC1C(=O)NC=1SC(=NN1)OC)CC#N)OC 2'-chloro-6-(cyanomethyl)-5'-methoxy-N-(5-methoxy-1,3,4-thiadiazol-2-yl)-[3,4'-bipyridine]-4-carboxamide